5-[6,7-difluoro-4-methylsulfinyl-1-(p-tolylsulfonyl)indol-5-yl]oxy-2-fluoro-benzonitrile FC1=C(C(=C2C=CN(C2=C1F)S(=O)(=O)C1=CC=C(C=C1)C)S(=O)C)OC=1C=CC(=C(C#N)C1)F